C(C=C)(=O)[O-].[Cl-].C(C1=CC=CC=C1)[N+](C)(C)CCO.C(C1=CC=CC=C1)[N+](CCO)(C)C benzylhydroxyethyl-dimethylammonium chloride acrylate